(2S)-2-[[(3R,4R)-5-chloro-4,8-dihydroxy-3-methyl-1-oxo-3,4-dihydroisochromene-7-carbonyl]amino]-3-phenylpropionic acid ClC1=C2[C@H]([C@H](OC(C2=C(C(=C1)C(=O)N[C@H](C(=O)O)CC1=CC=CC=C1)O)=O)C)O